sodium 3-(2,2-dibromo-3-pentylcyclopropyl)propanoate BrC1(C(C1CCCCC)CCC(=O)[O-])Br.[Na+]